FC=1C=C(C=NC1)N(S(=O)(=O)CC)CC=1SC(=CN1)C=1OC(=NN1)C(F)(F)F N-(5-fluoropyridin-3-yl)-N-({5-[5-(trifluoromethyl)-1,3,4-oxadiazol-2-yl]-1,3-thiazol-2-yl}methyl)ethane-1-sulfonamide